N-(3-fluoro-4-(1-ethyl-6-(1-Boc-pyrazol-4-yl)-1H-indazol-5-yloxy)phenyl)-6-methyl-2-oxo-1-(4-fluorophenyl)-1,2-dihydropyridine-3-carboxamide FC=1C=C(C=CC1OC=1C=C2C=NN(C2=CC1C=1C=NN(C1)C(=O)OC(C)(C)C)CC)NC(=O)C=1C(N(C(=CC1)C)C1=CC=C(C=C1)F)=O